nonadecanethiol C(CCCCCCCCCCCCCCCCCC)S